ClC=1C=C(C=C(C1C)Cl)C#C[Si](C)(C)C ((3,5-dichloro-4-methylphenyl)ethynyl)trimethylsilane